C(C1=CC=CC=C1)N1C=C(C2=CC=CC=C12)C=O 1-benzyl-1H-indole-3-carboxaldehyde